4-[1-(4-[3-amino-6-[2-(methoxymethoxy)phenyl]pyridazin-4-yl]-1H-pyrazol-1-yl)ethyl]benzaldehyde NC=1N=NC(=CC1C=1C=NN(C1)C(C)C1=CC=C(C=O)C=C1)C1=C(C=CC=C1)OCOC